IC1=C(C=NN1COCC[Si](C)(C)C)NC(OC(C)(C)C)=O tert-butyl 5-iodo-1-((2-(trimethylsilyl)ethoxy)methyl)-1H-pyrazol-4-ylcarbamate